ClC=1C=C(C(=NC1)NC(=O)N[C@H]1C(N(CCC1)C1=C(C=C(C=C1)C1=C(C=CC=C1)P(=O)(C)C)C1CC1)=O)F 1-(5-Chloro-3-fluoropyridin-2-yl)-3-[(3R)-1-[3-cyclopropyl-2'-(dimethylphosphoryl)-[1,1'-biphenyl]-4-yl]-2-oxopiperidin-3-yl]urea